FC1(C(OC(C1O)CO)N1C(N=C(C=C1)NC(CCC(=O)NCC1=CC(=CC=C1)NC(CCOCCC(=O)NO)=O)=O)=O)F N1-(1-(3,3-difluoro-4-hydroxy-5-(hydroxymethyl)tetrahydrofuran-2-yl)-2-oxo-1,2-dihydropyrimidin-4-yl)-N4-(3-(3-(3-(hydroxyamino)-3-oxopropoxy)propanamido)-benzyl)succinamide